platinum-cobalt hydroxide [Co](O)O.[Pt]